3-aminostyrene NC=1C=C(C=C)C=CC1